C[C@@H]1CN(C[C@@H](C1)COC=1C(=NC=CC1)C(F)(F)F)C1=CN=C2C(=N1)N(N=C2)CC2COC2 6-((3S,5R)-3-Methyl-5-(((2-(trifluoromethyl)pyridin-3-yl)oxy)methyl)piperidin-1-yl)-1-(oxetan-3-ylmethyl)-1H-pyrazolo[3,4-b]pyrazine